2-(Chloromethyl)-6-methoxyquinazolin-4(3H)-one ClCC1=NC2=CC=C(C=C2C(N1)=O)OC